Tert-butyl 4-(5-(4-(N-hydroxycarbamimidoyl)pyridin-2-yl)-1-methyl-1H-pyrrolo[2,3-c]pyridine-2-carbonyl)piperazine-1-carboxylate ONC(=N)C1=CC(=NC=C1)C=1C=C2C(=CN1)N(C(=C2)C(=O)N2CCN(CC2)C(=O)OC(C)(C)C)C